(R)-3-(2-chlorophenyl)-1-(4-fluorophenyl)-N-((S)-3-methyl-1,1-dioxidotetrahydrothiophen-3-yl)-4,5,6,7-tetrahydro-1H-indazole-6-carboxamide ClC1=C(C=CC=C1)C1=NN(C=2C[C@@H](CCC12)C(=O)N[C@@]1(CS(CC1)(=O)=O)C)C1=CC=C(C=C1)F